5-(2,2-difluoroethoxy)pyridine-2-carboxylic acid FC(COC=1C=CC(=NC1)C(=O)O)F